methoxy diglycolate C(COCC(=O)[O-])(=O)OOC